1-[5-fluoro-3-(trifluoromethyl)-2-pyridinyl]piperidin-4-one FC=1C=C(C(=NC1)N1CCC(CC1)=O)C(F)(F)F